COC1=CC=C(C=C1)C1=CC=C(C2=C1NC=N2)C(=O)OC methyl 7-(4-methoxyphenyl)-1H-benzo[d]imidazole-4-carboxylate